ClC1=NC(=CC(=C1)C=1C(=NN2C1N=C(C=C2)O[C@@H]2CN(CC2)C(=O)OC(C)(C)C)C2=CC(=CC=C2)C#N)C tert-Butyl (3S)-3-[3-(2-chloro-6-methyl-4-pyridyl)-2-(3-cyanophenyl) pyrazolo[1,5-a]pyrimidin-5-yl]oxypyrrolidine-1-carboxylate